OCCOCCN1C(C(CC(C1C)C1=CC=CC=C1)NC(OC(C)(C)C)=O)=O Tert-butyl N-[1-[2-(2-hydroxyethoxy)ethyl]-6-methyl-2-oxo-5-phenyl-3-piperidyl]carbamate